4-chloro-8-fluoro-7-(7-fluoro-8-((triisopropylsilyl)ethynyl)naphthalen-1-yl)-2-methoxy-1,6-naphthyridine ClC1=CC(=NC2=C(C(=NC=C12)C1=CC=CC2=CC=C(C(=C12)C#C[Si](C(C)C)(C(C)C)C(C)C)F)F)OC